2-{3-[(2R,6S)-2,6-dimethylmorpholin-4-carbonyl]-5,6-dihydrocyclopenta[c]pyrazol-1(4H)-yl}ethan-1-on C[C@@H]1CN(C[C@@H](O1)C)C(=O)C=1C2=C(N(N1)CC=O)CCC2